BrC=1C=CC2=C(C(=N[C@H](C(N2)=O)C)C2=NC=CC=C2F)C1Cl (3S)-7-bromo-6-chloro-5-(3-fluoro-2-pyridyl)-3-methyl-1,3-dihydro-1,4-benzodiazepin-2-one